NC1=C(C=NN1C=1C=CC2=C(NC(=N2)C)C1)C(=O)C=1NC2=CC=CC=C2C1 (5-amino-1-(2-methyl-1H-benzo[d]imidazol-6-yl)-1H-pyrazol-4-yl)(1H-indol-2-yl)methanone